O1C(OCC1)C=1C(=NC(=NC1N[C@H](C)C1=CC(=CC=C1)S(F)(F)(F)(F)F)C)CC(=O)NC1CC(C1)(F)F (R)-2-(5-(1,3-dioxolan-2-yl)-2-methyl-6-((1-(3-(Pentafluorosulfanyl)phenyl)ethyl)amino)pyrimidin-4-yl)-N-(3,3-difluorocyclobutyl)acetamide